NC([C@H](CC1C(NC2=C(O1)N=CN=C2)=O)NC(OC(C)(C)C)=O)=O tert-butyl N-[(1S)-2-amino-2-oxo-1-[(6-oxo-5H-pyrimido[4,5-b][1,4]oxazin-7-yl) methyl]ethyl]carbamate